2,4-Diphenyl-6-[8-(4,4,5,5-tetramethyl-1,3,2-dioxaborolan-2-yl)-1-dibenzo-furanyl]-1,3,5-triazin C1(=CC=CC=C1)C1=NC(=NC(=N1)C1=CC=CC=C1)C1=CC=CC=2OC3=C(C21)C=C(C=C3)B3OC(C(O3)(C)C)(C)C